(3-((3-carbamoyl-5-ethyl-6-(ethyl-(methyl)amino)pyrazin-2-yl)amino)phenethyl)carbamic acid tert-butyl ester C(C)(C)(C)OC(NCCC1=CC(=CC=C1)NC1=NC(=C(N=C1C(N)=O)CC)N(C)CC)=O